tert-butyl 7-amino-6-methoxy-3,4-dihydro-1H-isoquinoline-2-carboxylate NC1=C(C=C2CCN(CC2=C1)C(=O)OC(C)(C)C)OC